Br\C(=C/F)\C(C(F)F)F Z-2-bromo-1,3,4,4-tetrafluorobut-1-ene